(Z)-2-(5-(4-bromobenzylidene)-2,4-dioxothiazolidin-3-yl)-N-(4-methyl-2-oxo-2H-chromen-7-yl)acetamide BrC1=CC=C(\C=C/2\C(N(C(S2)=O)CC(=O)NC2=CC=C3C(=CC(OC3=C2)=O)C)=O)C=C1